N-(4-nitrophenyl)aniline (3-{2-[1-(2-chloroacetyl)piperidin-4-yl]-5-(2-chloropyrimidin-4-yl)-1,3-thiazol-4-yl}-2-fluorophenyl)carbamate ClCC(=O)N1CCC(CC1)C=1SC(=C(N1)C=1C(=C(C=CC1)NC(O)=O)F)C1=NC(=NC=C1)Cl.[N+](=O)([O-])C1=CC=C(C=C1)NC1=CC=CC=C1